[(Z)-[amino(cyclopropyl)methylene] amino] 4-[(1S)-1-[(2,5-dimethylpyrimidin-4-yl)amino]ethyl]benzoate CC1=NC=C(C(=N1)N[C@@H](C)C1=CC=C(C(=O)O\N=C(\C2CC2)/N)C=C1)C